Ethyl 8-((4-fluoro-3-methylphenyl)carbamoyl)-7,10a-dimethyl-3a,4,10,10a-tetrahydro-1H,7H-dipyrrolo[3,4-b:3',4'-f][1,4,5]oxathiazocine-2(3H)-carboxylate 5,5-dioxide FC1=C(C=C(C=C1)NC(=O)C=1N(C=C2C1OCC1(C(NS2(=O)=O)CN(C1)C(=O)OCC)C)C)C